C(C)(C)(CC)C1=C(C=CC(=C1)C(C)(C)C1=CC=CC=C1)O 2-(tert-amyl)-4-(2-phenylpropane-2-yl)phenol